CC(CCCCCCC(=O)O)(C)C.CC=1C(C(C(CC1)C)(C)C)/C=C/CC (E)-4-(2,5,6,6-tetramethylcyclohex-2-en-1-yl)but-3-en trimethyl-hexyl-acetate